C1(CCC1)N1CCN(CC1)C1CCN(CC1)C1=C(C=C(C(=C1)OC)NC1=NC=NC(=C1)N1OCC[C@@H]1C1=CC(=CC=C1)C#C)NC(C=C)=O N-(2-(4-(4-cyclobutylpiperazine-1-yl)piperidine-1-yl)-5-((6-((R)-3-(3-ethynylphenyl)isoxazolidine-2-yl)pyrimidine-4-yl)amino)-4-methoxyphenyl)acrylamide